tert-butyl (2R,5S)-4-(7-(3,5-difluorophenyl)-5-iodo-7H-pyrrolo[2,3-d]pyrimidin-4-yl)-2,5-dimethylpiperazine-1-carboxylate FC=1C=C(C=C(C1)F)N1C=C(C2=C1N=CN=C2N2C[C@H](N(C[C@@H]2C)C(=O)OC(C)(C)C)C)I